N-{7-methoxy-1H,2H,3H-cyclopenta[b]quinolin-9-yl}-1-methylpiperidin-4-amine COC1=CC=2C(=C3C(=NC2C=C1)CCC3)NC3CCN(CC3)C